O1CCN(CC1)C1=CC=C2C=NN=CC2=C1 7-morpholinophthalazin